C(#N)C(NC(=O)[C@@H]1[C@H]2C([C@H]2CN1C([C@H](C(C)(C)C)NC(C(F)(F)F)=O)=O)(C)C)C1=NC(=CN=C1)N(C)C (1R,2S,5S)-N-[cyano-[6-(dimethylamino)pyrazin-2-yl]methyl]-3-[(2S)-3,3-dimethyl-2-[(2,2,2-trifluoroacetyl)amino]butanoyl]-6,6-dimethyl-3-azabicyclo[3.1.0]hexane-2-carboxamide